2,6-bis(aminocarbonyl)-3,5-pyridinedicarboxylic acid NC(=O)C1=NC(=C(C=C1C(=O)O)C(=O)O)C(=O)N